N1(N=CC=C1)C1=CC=C(C=N1)CN1C(C(N(C=C1)C1(CC1)CF)=O)=O 1-((6-(1H-pyrazol-1-yl)pyridin-3-yl)methyl)-4-(1-(fluoromethyl)cyclopropyl)-1,4-dihydropyrazine-2,3-dione